FCCCCCCCCC(CO)CCCCCC 10-fluoro-2-hexyldecan-1-ol